(E)-2-((5-amino-1-(3-((tert-butoxycarbonyl)amino)propyl)-1H-pyrazol-4-yl)diazenyl)-1-propyl-3-(3-(2,2,2-trifluoroacetamido)propyl)-1H-imidazol-3-ium bromide [Br-].NC1=C(C=NN1CCCNC(=O)OC(C)(C)C)/N=N/C=1N(C=C[N+]1CCCNC(C(F)(F)F)=O)CCC